[I-].C(CCCCCCCCCCC)(=O)OC(C[N+](C)(C)CCC[Si](OC)(OC)OC)COC(CCCCCCCCCCC)=O [2,3-bis(dodecanoyloxy)-propyl](3-(trimethoxysilyl)propyl)-dimethylammonium iodide